COC(C1=CC=C(C=C1)N1CCN(CC1)CC1=C(CC(CC1)(C)C)C1=CC=C(C=C1)Cl)=O 4-(4-((4'-chloro-5,5-dimethyl-3,4,5,6-tetrahydro-[1,1'-biphenyl]-2-yl)methyl)piperazin-1-yl)benzoic acid methyl ester